BrC1=C2C(=CN=C1C1=CC(=C(C=C1)C#N)F)N(N=C2)C 4-bromo-5-(4-cyano-3-fluorophenyl)-1-methyl-1H-pyrazolo[3,4-c]pyridine